5-(4-chloro-2-fluorophenyl)-2,3-dimethyl-7-((2S,6R)-2-methyl-6-(3-thiophenyl)-4-morpholinyl)pyrido[4,3-d]pyrimidin-4(3H)-one ClC1=CC(=C(C=C1)C1=NC(=CC=2N=C(N(C(C21)=O)C)C)N2C[C@@H](O[C@@H](C2)C2=CSC=C2)C)F